3-iodoethyl-1-vinylimidazole ICCN1CN(C=C1)C=C